(6S,15R)-23-Amino-8-fluoro-6,21-bis(trifluoromethyl)-26-oxa-3,4,19,24-tetraazapentacyclo[18.3.1.12,5.17,11.015,19]hexacosa-1(24),2,4,7(25),8,10,20,22-octaen-6-ol NC1=CC(=C2N3CCC[C@H]3CCCC3=CC=C(C([C@@](C4=NN=C(C1=N2)O4)(O)C(F)(F)F)=C3)F)C(F)(F)F